FC1=C(C(=CC(=N1)C1=NC=C(C=C1)C)OC)C(F)(F)F 6-fluoro-4-methoxy-2-(5-methyl-2-pyridyl)-5-trifluoromethylpyridine